2-propenoic acid, 2-[2-(Ethenyloxy)ethoxy]ethyl ester C(C=C)(=O)OCCOCCOC=C